tert-Butyl 3-(2-hydroxyphenyl)-5,8,9,10-tetrahydropyridazino[4',3':4,5]pyrrolo[2,3-d]azepine-7(6H)-carboxylate OC1=C(C=CC=C1)C1=CC2=C(NC=3CCN(CCC32)C(=O)OC(C)(C)C)N=N1